4-bromo-5-chloro-2-phenyl-2,3-dihydrobenzofuran-2-carbaldehyde BrC1=C(C=CC2=C1CC(O2)(C=O)C2=CC=CC=C2)Cl